(tert-butyl 1-(2'-(methylcarbamoyl)-[1,1'-biphenyl]-4-yl)-2-oxopiperidin-3-yl) carbamate C(N)(OC1(C(N(CCC1)C1=CC=C(C=C1)C1=C(C=CC=C1)C(NC)=O)=O)C(C)(C)C)=O